OC1=CC=C(C=C1)[C@@H]1OC=2C=CC(=CC2[C@H]2[C@@H]1CCC2)O (3aS,4R,9bR)-4-(4-hydroxyphenyl)-1,2,3,3a,4,9b-hexahydrocyclopenta[c]chromen-8-ol